3,6,9,12,15,18,21,24-octaoxaheptacosan-27-amide CCOCCOCCOCCOCCOCCOCCOCCOCCC(=O)N